[C@H]12CN(C[C@H](CC1)N2)C2=CC(=NC1=C(C(=NC=C21)C2=CC(=CC1=CC=CC(=C21)Cl)O)F)OC[C@]21CCCN1C[C@@H](C2)F 4-(4-((1R,5S)-3,8-diazabicyclo[3.2.1]octan-3-yl)-8-fluoro-2-(((2R,7aS)-2-fluorotetrahydro-1H-pyrrolizin-7a(5H)-yl)methoxy)-1,6-naphthyridin-7-yl)-5-chloronaphthalen-2-ol